C(C1=CC=CC=C1)N1N=NC(=C1)C1=CC=C(C=C1)CC 1-benzyl-4-p-ethylphenyl-1,2,3-triazole